Methyl (R)-2-amino-2-methyl-butyrate hydrochloride Cl.N[C@@](C(=O)OC)(CC)C